Cl.N[C@H]1CN(C[C@H](C1)C(F)(F)F)C1=NC2=C(C=CC=C2C=C1)C#N ((3R,5S)-3-amino-5-trifluoromethyl-piperidin-1-yl)-quinoline-8-carbonitrile hydrochloride